CC1=CC=C(C=C1)N1C(C=2C(C1=O)=CC=CC2)=O N-(p-methylphenyl)phthalimide